C(#C)C=1SC=C(N1)C(=O)N(C1=CC(=CC(=C1)C(F)(F)F)OC(C)C)C1CN(CC1)CC1=CC=C(C=C1)F 2-Ethynyl-N-(1-(4-fluorobenzyl)pyrrolidin-3-yl)-N-(3-isopropoxy-5-(trifluoromethyl)phenyl)thiazole-4-carboxamide